5-chloro-3-neopentylthiophene ClC1=CC(=CS1)CC(C)(C)C